C(C)(C)(C)OC(NC1=CC(=CC(=C1)[N+](=O)[O-])C#N)=O (3-Cyano-5-nitrophenyl)carbamic acid tert-butyl ester